NC1=C2C(=NC=N1)N(N=C2C2=CC=C(CNC(C1=C(C=CC(=C1)F)OC)=O)C=C2)[C@@H]2C[C@H](CCC2)O trans-N-(4-(4-amino-1-(3-hydroxycyclohexyl)-1H-pyrazolo[3,4-d]pyrimidin-3-yl)benzyl)-5-Fluoro-2-methoxybenzamide